methyl (1r,4r)-4-(3-chloroanilino)-2'-(2-fluoro-3-hydroxy-2-methylpropyl)-2',3'-dihydrospiro[cyclohexane-1,1'-indene]-4-carboxylate ClC=1C=C(NC2(CCC3(C(CC4=CC=CC=C34)CC(CO)(C)F)CC2)C(=O)OC)C=CC1